The molecule is a five-membered cyclic dicarboximide compound having a bromo substituent on the nitrogen atom. It has a role as a reagent. It is a dicarboximide, a pyrrolidinone and an organobromine compound. It derives from a succinimide. C1CC(=O)N(C1=O)Br